C(C(C)C)NC(C1=CC=CC=C1)=O N-isobutyl-benzamide